COC=1C=CC=C2C=CC=NC12 8-methoxyquinolin